C(C1=CC=CC=C1)C1=C(C2=C(N=C(N=C2)NC2=C(C=C(C=C2)N(C)CCN(C)C)OC)N(C1=O)C)C#C[Si](C(C)C)(C(C)C)C(C)C 6-benzyl-2-[(4-{[2-(dimethylamino)ethyl](methyl)amino}-2-methoxyphenyl)amino]-8-methyl-5-[2-(triisopropylsilyl)ethynyl]pyrido[2,3-d]pyrimidin-7-one